potassium di-nonyl sulfosuccinate S(=O)(=O)(O)C(C(=O)OCCCCCCCCC)CC(=O)OCCCCCCCCC.[K]